S(=O)(=O)(O)CC.C1(CC1)C=1N=CN(C1)C=1C(=CC(=C(C(=O)NC2=NC(=CC=C2)C2=NN=CN2C(C)C)C1)F)C 5-(4-cyclopropyl-1H-imidazol-1-yl)-N-(6-(4-isopropyl-4H-1,2,4-triazol-3-yl)pyridin-2-yl)-2-fluoro-4-methylbenzamide esylate